4-(2-(2-chloro-4-fluorophenoxy)-4-methyl-5-nitrophenyl)-6-methyl-1,6-dihydro-7H-pyrrolo[2,3-c]pyridin-7-one ClC1=C(OC2=C(C=C(C(=C2)C)[N+](=O)[O-])C=2C3=C(C(N(C2)C)=O)NC=C3)C=CC(=C1)F